N1(C=NC=C1)CCCNCCCCCCOC(C(CCCCCCCC)CCCCCC)=O.CC1(OB(OC1(C)C)C=1C=NN(C1)CC(=O)N)C 2-(4-(4,4,5,5-tetramethyl-1,3,2-dioxaborolan-2-yl)-1H-pyrazol-1-yl)acetamide 6-((3-(1H-imidazole-1-yl)propyl)amino)hexyl-2-hexyldecanoate